3-(3,4-dimethoxyphenyl)-3-oxopropionic acid COC=1C=C(C=CC1OC)C(CC(=O)O)=O